NC(CCS(=O)(=O)NC=1C=C(C=CC1O)NC(=O)C1=CC=C(C=C1)C1=CC=C(C=C1)C(F)(F)F)=O N-(3-((3-amino-3-oxopropyl)sulfonylamino)-4-hydroxyphenyl)-4'-(trifluoromethyl)-[1,1'-biphenyl]-4-carboxamide